2-(1-(6-methoxynaphthalen-2-yl)ethyl)-10H-phenothiazine COC=1C=C2C=CC(=CC2=CC1)C(C)C1=CC=2NC3=CC=CC=C3SC2C=C1